3-bis-allylphosphinothiotetrahydrothiophene-1,1-dioxide C(C=C)P(SC1CS(CC1)(=O)=O)CC=C